tert-butyl ([1,1'-biphenyl]-4-ylmethyl)(5-chloro-3-cyclopropylpyrazolo[1,5-a]pyrimidin-7-yl)carbamate C1(=CC=C(C=C1)CN(C(OC(C)(C)C)=O)C1=CC(=NC=2N1N=CC2C2CC2)Cl)C2=CC=CC=C2